7-(4,4,5,5-Tetramethyl-1,3,2-dioxaborol-2-yl)benzo[d]thiazole CC1(OB(OC1(C)C)C1=CC=CC=2N=CSC21)C